4-(2-(3-(2-((1,5-dimethyl-1H-pyrazol-3-yl)amino)-5-methylpyrimidin-4-yl)-1H-indol-7-yl)-1-oxoisoindolin-4-yl)pyridinecarbonitrile CN1N=C(C=C1C)NC1=NC=C(C(=N1)C1=CNC2=C(C=CC=C12)N1C(C2=CC=CC(=C2C1)C1=CC(=NC=C1)C#N)=O)C